CN(C(O)=O)[C@@H](CCCCCC(=O)C=1OC=CN1)C=1NC(=CN1)C=1C=C2C=CC(=NC2=CC1OC)C.C1CC12N(CCOC2)CCC (S)-1-(7-oxa-4-azaspiro[2.5]octane-4-yl)propane (S)-methyl-(1-(5-(7-methoxy-2-methylquinolin-6-yl)-1H-imidazol-2-yl)-7-(oxazol-2-yl)-7-oxoheptyl)carbamate